NCCNC(=O)C1CCN(CC1)C1=NC=C(C=C1)[N+](=O)[O-] N-(2-aminoethyl)-1-(5-nitropyridin-2-yl)piperidine-4-carboxamide